ClS(=O)(=O)C1=CC=C(S1)C1CN(C1)C(=O)OCCCC butyl 3-(5-(chlorosulfonyl)thiophen-2-yl)azetidine-1-carboxylate